2-((3-(2-amino-3-chloro-6a,7,9,10-tetrahydropyrazino[1,2-d]pyrido[3,2-b][1,4]oxazin-8(6H)-yl)-3-oxopropoxy)methyl)azetidin NC=1C(=CC=2OCC3N(C2N1)CCN(C3)C(CCOCC3NCC3)=O)Cl